C(C)(=O)NCCC[C@@H](C1=CC=CC=C1)NC(=O)N1CC2=CC=CC(=C2CC1)C1=CC=C(C=C1)C(F)(F)F (S)-N-(4-acetamido-1-phenylbutyl)-5-(4-(trifluoromethyl)phenyl)-3,4-dihydroisoquinoline-2(1H)-carboxamide